3-(isoquinolin-4-yl)-6-(3,3,3-trifluoroprop-1-en-2-yl)quinazoline-2,4(1H,3H)-dione C1=NC=C(C2=CC=CC=C12)N1C(NC2=CC=C(C=C2C1=O)C(=C)C(F)(F)F)=O